dl-O'-p-methylbenzoyl-L-tartaric acid CC1=CC=C(C(=O)OC([C@@H]([C@H](C(=O)O)O)O)=O)C=C1